C(C)(C)(C)OC(=O)NC[C@@]1(OC2=C(C1)C=C(C=C2[C@@H](C)NC2=NC=1N(C=C2)N=CC1C(=O)O)F)C 5-(((1R)-1-((2R)-2-(((tert-butoxycarbonyl)amino)methyl)-5-fluoro-2-methyl-2,3-dihydrobenzofuran-7-yl)ethyl)amino)pyrazolo[1,5-a]pyrimidine-3-carboxylic acid